tert-butyl-8-bromo-3,4,4a,5,6,7-hexahydronaphtho[1,8-cd]azepine C(C)(C)(C)C1=NCCC2C=3C1=CC=C(C3CCC2)Br